tert-Butyl (1R,3S,5R)-3-((6-bromo-3-methylpyridin-2-yl)carbamoyl)-2-azabicyclo[3.1.0]hexane-2-carboxylate BrC1=CC=C(C(=N1)NC(=O)[C@H]1N([C@@H]2C[C@@H]2C1)C(=O)OC(C)(C)C)C